N[C@H](C(=O)O[C@H]1[C@](O[C@@H]([C@H]1OC(C(C(C)C)N)=O)COC(CC1=CC=CC=C1)=O)(C#N)C1=CC=C2C(=NC=NN21)N)C(C)C (2R,3R,4R,5R)-2-(4-aminopyrrolo[2,1-f][1,2,4]triazin-7-yl)-2-cyano-5-((2-phenylacetoxy)methyl)tetrahydrofuran-3,4-diyl (2S,2'S)-bis(2-amino-3-methylbutanoate)